Methyl 2-((5-((tert-butoxycarbonyl)(4,4-difluorocyclohexyl)amino)pentyl)oxy)-4-methylbenzenesulfinate C(C)(C)(C)OC(=O)N(CCCCCOC1=C(C=CC(=C1)C)S(=O)OC)C1CCC(CC1)(F)F